N1(N=CC=C1)C1=CC=C(C=C1)C=1OC(=C(N1)CN1CCC(CC1)C1=CC=C(C=C1)OC(F)F)C 2-(4-(1H-pyrazol-1-yl)phenyl)-4-((4-(4-(difluoromethoxy)phenyl)piperidin-1-yl)methyl)-5-methyloxazole